tert-butyl-3-[7-[3-[tert-butyl(dimethyl)silyl]oxy-1-naphthyl]-8-fluoro-2-[[(2S)-1-methylpyrrolidin-2-yl]methoxy]pyrido[4,3-d]pyrimidin-4-yl]-3,8-diazabicyclo[3.2.1]octane C(C)(C)(C)C12CN(CC(CC1)N2)C=2C1=C(N=C(N2)OC[C@H]2N(CCC2)C)C(=C(N=C1)C1=CC(=CC2=CC=CC=C12)O[Si](C)(C)C(C)(C)C)F